BrC=1C=2N(C=C(C1)C1CC1)C=C(N2)CC2=NN1C(C(=NC=C1)Cl)=C2 2-((8-bromo-6-cyclopropylimidazo[1,2-a]pyridin-2-yl)methyl)-4-chloropyrazolo-[1,5-a]pyrazine